4-(3,4-dihydro-2H-1,5-benzodioxepin-7-ylamino)-4-oxobutan O1CCCOC2=C1C=CC(=C2)NC(CCC)=O